C(C)(=O)N1CCC(CC1)C1=NN(C=2C=CC=C(C12)C1=C(C=C2C=NN(C2=C1)C)F)CC(=O)NCCN 2-[3-(1-acetylpiperidin-4-yl)-5'-fluoro-1'-methyl-[4,6'-biindazol]-1-yl]-N-(2-aminoethyl)acetamide